C(#N)CC(=O)N1C[C@@H]([C@]12CN(CC2)C=2C1=C(N(CN2)C)NC=C1)C 4-((3S,4R)-1-(2-cyanoacetyl)-3-methyl-1,6-diazaspiro[3.4]octan-6-yl)-N-methyl-7H-pyrrolo[2,3-d]pyrimidin